(R)-5-chloro-6-(methyl-(1-(1-phenylethyl)piperidin-4-yl)amino)-N-(thiazol-4-yl)pyridine-3-sulfonamide trifluoroacetate salt FC(C(=O)O)(F)F.ClC=1C=C(C=NC1N(C1CCN(CC1)[C@H](C)C1=CC=CC=C1)C)S(=O)(=O)NC=1N=CSC1